6-cyclobutoxy-2-(1-methyl-2-oxabicyclo[2.2.1]heptan-4-yl)-2H-pyrazolo[3,4-b]pyridine-5-carboxylic acid C1(CCC1)OC=1C(=CC=2C(N1)=NN(C2)C21COC(CC2)(C1)C)C(=O)O